FC(C(C)(O[Si](CC)(CC)CC)C)(F)C=1C(=C(C=CC1)[C@@H](C)NC=1C2=C(N=C(N1)C)C=NC(=C2)P(=O)(C)C)F N-[(1R)-1-(3-{1,1-difluoro-2-methyl-2-[(triethylsilyl)oxy]propyl}-2-fluorophenyl)ethyl]-6-(dimethylphosphoryl)-2-methylpyrido[3,4-d]pyrimidin-4-amine